Cl.C1(=CC(=CC=C1)OC1CNC1)C 3-(m-tolyloxy)azetidine hydrochloride